FC1=CC=C(C=C1)C1=CC=2C(=NC=C(C2)C=2C=NC=C(C(=O)NCC(F)(F)F)C2)N1 5-(2-(4-Fluorophenyl)-1H-pyrrolo[2,3-b]pyridin-5-yl)-N-(2,2,2-trifluoroethyl)nicotinamide